3-((1R,3R)-1-(2-(difluoromethyl)-3-(2-((3-fluoropropyl)amino)ethoxy)phenyl)-3-methyl-1,3,4,9-tetrahydro-2H-pyrido[3,4-b]indol-2-yl)-2,2-difluoropropan-1-ol FC(C1=C(C=CC=C1OCCNCCCF)[C@H]1N([C@@H](CC2=C1NC1=CC=CC=C21)C)CC(CO)(F)F)F